O=C1NC2=NC=CC=C2C=C1C(=O)N 2-oxo-1,8-naphthyridine-3-carboxamide